5-((3-methyl-oxolan-3-yl)methoxy)-1,3,4-thiadiazol-2-amine CC1(COCC1)COC1=NN=C(S1)N